6,7-dimethoxy-2-(4-(pyridin-3-yl)-1H-pyrazol-1-yl)quinazolin COC=1C=C2C=NC(=NC2=CC1OC)N1N=CC(=C1)C=1C=NC=CC1